(E)-2-chloro-benzoic acid ClC1=C(C(=O)O)C=CC=C1